FC(OC1=CC=C(C=C1)C=1C(=NC(=CN1)CCCC(F)(F)F)N1CCC(CC1)C(=O)O)F 1-(3-(4-(difluoromethoxy)phenyl)-6-(4,4,4-trifluorobutyl)pyrazin-2-yl)piperidine-4-carboxylic acid